FC(OC=1C=C(N(C1)CC1=CC(=NC=C1)F)C(=O)OC)F methyl 4-(difluoromethoxy)-1-[(2-fluoropyridin-4-yl)methyl]pyrrole-2-carboxylate